2-ethoxy-2-methoxy-1-phenyl-1-aza-2-silacyclopentane C(C)O[Si]1(N(CCC1)C1=CC=CC=C1)OC